(2R,4R)-1-(3-chloro-2-fluorobenzyl)-4-((6-(difluoromethyl)-5-fluoro-2-((5-methyl-1H-pyrazol-3-yl)amino)pyrimidin-4-yl)methyl)-2-ethylpiperidine-4-carboxylic acid ClC=1C(=C(CN2[C@@H](C[C@@](CC2)(C(=O)O)CC2=NC(=NC(=C2F)C(F)F)NC2=NNC(=C2)C)CC)C=CC1)F